ClC1=NC=C(C(=C1)N1C[C@H](CCC1)C(=O)N)C=1C=NN(C1)C1CCOCC1 (S)-1-(2-chloro-5-(1-(tetrahydro-2H-pyran-4-yl)-1H-pyrazol-4-yl)pyridin-4-yl)piperidin-3-carboxamide